ClC1=NC(=CC(=N1)NC1CCC(CC1)NC(C1=CC=C(C=C1)F)=O)C(F)(F)F N-(1S,4S)-[4-[[2-chloro-6-(trifluoromethyl)pyrimidin-4-yl]amino]cyclohexyl]-4-fluoro-benzamide